1-(2,2-difluorobenzo[d][1,3]dioxol-5-yl)-6-((2,6-dimethylpyrimidin-4-yl)amino)-1,2-dihydro-3H-pyrazolo[4,3-c]pyridin-3-one FC1(OC2=C(O1)C=CC(=C2)N2NC(C=1C=NC(=CC12)NC1=NC(=NC(=C1)C)C)=O)F